N(=[N+]=[N-])CCOCCOCCOCCN(C=1C=CC(N(C1)CC(=O)OCC)=O)C(=O)OC(C)(C)C ethyl 2-(5-((2-(2-(2-(2-azidoethoxy) ethoxy) ethoxy)ethyl)(tert-butoxycarbonyl)amino)-2-oxopyridin-1(2H)-yl)acetate